COC(C1=CC=C(C=C1)COCCO[Si](CCCC)(C)C)=O 4-[2-(1-butyldimethylsilanyloxy)ethoxymethyl]benzoic Acid Methyl Ester